Bromopalmitate BrC(C(=O)[O-])CCCCCCCCCCCCCC